C1(CC1)NC=1C2=C(N=C(N1)NC1=CC=C(C3=C1OCCO3)C(=O)N3CCOCC3)NC=C2C(F)(F)F (8-((4-(cyclopropylamino)-5-(trifluoromethyl)-7H-pyrrolo[2,3-d]pyrimidin-2-yl)amino)-2,3-dihydrobenzo[b][1,4]dioxin-5-yl)(morpholino)methanone